N1C(=NC2=C1C=CC=C2)N2C[C@H]([C@H](CC2)F)NC(OC(C)(C)C)=O tert-butyl ((3R,4S)-1-(1H-benzo[d]imidazol-2-yl)-4-fluoropiperidin-3-yl)carbamate